N-ethyl-pentafluorobenzamide 3-(2-(dimethylamino)ethyl)-1H-indol-4-yl-2,3-dimethylbutanoate CN(CCC1=CNC2=CC=CC(=C12)OC(C(C(C)C)C)=O)C.C(C)NC(C1=C(C(=C(C(=C1F)F)F)F)F)=O